ruthenium 1,10-phenanthroline-5,6-dione N1=CC=CC=2C(C(C3=CC=CN=C3C12)=O)=O.[Ru]